COC(CCC1=CC=C(C(=O)O)C=C1)=O 4-(3-methoxy-3-oxo-propyl)benzoic acid